C(CCC)N1C(=NC2=CC=C(C=C2C1=O)F)[C@@H](CCC)N1CCN(CCC1)CC (R)-3-butyl-2-(1-(4-ethyl-1,4-diazepan-1-yl)butyl)-6-fluoroquinazolin-4(3H)-one